(S)-2-((4-(2-(5-Chloropyridin-2-yl)-2-methylbenzo[d][1,3]dioxol-4-yl)piperidin-1-yl)methyl)-4-isopropoxy-1-methyl-1H-benzo[d]imidazole-6-carboxylic acid ClC=1C=CC(=NC1)[C@@]1(OC2=C(O1)C=CC=C2C2CCN(CC2)CC2=NC1=C(N2C)C=C(C=C1OC(C)C)C(=O)O)C